5-{2-acetamidoimidazo[1,2-b]pyridazin-6-yl}-2-methoxy-N-[(1R)-1-[2-(trifluoromethyl)phenyl]ethyl]pyridine-3-carboxamide C(C)(=O)NC=1N=C2N(N=C(C=C2)C=2C=C(C(=NC2)OC)C(=O)N[C@H](C)C2=C(C=CC=C2)C(F)(F)F)C1